FC1(C(CN(C1)CCO)NC(=O)C1=C(OC2=C1C=C(C=C2)OCC2=C(N=CS2)C)C)F N-(4,4-difluoro-1-(2-hydroxyethyl)pyrrolidin-3-yl)-2-methyl-5-((4-methylthiazol-5-yl)-methoxy)benzofuran-3-carboxamide